3-[(2-imino-2,3-dihydro-1,3-thiazol-3-yl)methyl]benzene-1,2-diamine N=C1SC=CN1CC1=C(C(=CC=C1)N)N